BrC=1C=CC(=C(C1)NC(CCCCO)C)[N+](=O)[O-] 5-[(5-bromo-2-nitrophenyl)amino]hexan-1-ol